trans-isopropyl N-[4-[2-[4-(tert-butoxycarbonylamino)cyclohexyl]thiazol-5-yl]-3-(tert-butylsulfamoyl)phenyl]carbamate C(C)(C)(C)OC(=O)N[C@@H]1CC[C@H](CC1)C=1SC(=CN1)C1=C(C=C(C=C1)NC(OC(C)C)=O)S(NC(C)(C)C)(=O)=O